OC1=C(C=CC(=C1O)C(=O)[O-])C(=O)[O-] 2,3-dihydroxy-1,4-benzenedicarboxylate